ClC1=C(C=CC=C1)CN1CCC(CC1)N1CCN(CCC1)C1=CC=CC(=N1)C(=O)NCCC(C)C 6-(4-{1-[(2-Chlorophenyl)methyl]piperidin-4-yl}-1,4-diazepan-1-yl)-N-(3-methylbutyl)pyridine-2-carboxamide